ClC=1C(=NC(=NC1)N1[C@H](CNCC1)CC)N1CC(C1)C(=O)NC(C)(C)C1=CN=C2N1C=CC=C2 (S)-1-(5-chloro-2-(2-ethylpiperazin-1-yl)pyrimidin-4-yl)-N-(2-(imidazo[1,2-a]pyridin-3-yl)propan-2-yl)azetidine-3-carboxamide